N1CC(=CCC1)C1=CC=C(C=C1)C1=C2C(=NNC2=CC=C1)N 4-(4-(1,2,5,6-tetrahydropyridin-3-yl)phenyl)-1H-indazol-3-amine